2-((R)-2-hydroxy-2-((S)-1,2,3,4-tetrahydroisoquinolin-3-yl)ethyl)-4,4-dimethyl-6-(6-azaspiro[2.5]octane-6-carbonyl)-3,4-dihydroisoquinolin-1(2H)-one O[C@H](CN1C(C2=CC=C(C=C2C(C1)(C)C)C(=O)N1CCC2(CC2)CC1)=O)[C@H]1NCC2=CC=CC=C2C1